ClC=1C=CC(=C(C1)CC(=O)NC1=CCN(C=C1)C1(CCOCC1)CO)O 4-[[2-(5-Chloro-2-hydroxyphenyl)acetyl]amino]-N-[4-(hydroxymethyl)tetrahydropyran-4-yl]pyridin